NC1=CC=C(C=C1)CCN1[C@H](O[C@@H](C1=O)C)C=1C(=NN(C1)C1=CC=C(C=C1)Br)C1=CSC=C1 (2r,5r)-3-(4-aminophenylethyl)-2-(1-(4-bromophenyl)-3-(thiophen-3-yl)-1H-pyrazol-4-yl)-5-methyl-oxazolidin-4-one